(R)-5-(5-(4-methoxyphenyl)-1-propionyl-4,5-dihydro-1H-pyrazol-3-yl)-4-methylthiophene COC1=CC=C(C=C1)[C@H]1CC(=NN1C(CC)=O)C1=C(C=CS1)C